5-chloro-6-methylfuro[3,2-b]pyridine ClC1=C(C=C2C(=N1)C=CO2)C